ClCC(=O)NC1=C(C=CC(=C1)Cl)N1N=CN=C1 2-chloro-N-(5-chloro-2-(1H-1,2,4-triazol-1-yl)phenyl)acetamide